(1-(6-(4-bromothiazole-2-carboxamido-3-(2-fluorophenoxy)-2-(trifluoromethyl)phenyl)piperidin-3-yl)methyl)(methyl)carbamate BrC=1N=C(SC1)C(=O)NC1=C(C(=C(C=C1)C1CCC(CN1)COC(NC)=O)C(F)(F)F)OC1=C(C=CC=C1)F